1-N-(tert-butyl)-2-(ethylsulfonyl)-3-(6-(2,2,3,3,3-pentafluoropropoxy)pyridazin-3-yl)pyrazolo[1,5-a]pyrimidin-7-amine C(C)(C)(C)N1C(C(=C2N1C(=CC=N2)N)C=2N=NC(=CC2)OCC(C(F)(F)F)(F)F)S(=O)(=O)CC